FC1=C2C=CNC2=CC(=C1OC=1C=CC(=C(C1)C=1NC(=CN1)CC1=CN=C(S1)CCC(=O)N)F)F 3-(5-((2-(5-((4,6-difluoro-1H-indol-5-yl)oxy)-2-fluorophenyl)-1H-imidazol-5-yl)methyl)thiazol-2-yl)propanamide